(5aR,6S,7R,8R,8aS)-3-chloro-5a-(4-chlorophenyl)-8,8a-dihydroxy-N,N-dimethyl-6-phenyl-5a,7,8,8a-tetrahydro-6H-cyclopenta[4,5]furo[3,2-b]pyridine-7-carboxamide ClC=1C=C2C(=NC1)[C@]1([C@@](O2)([C@@H]([C@H]([C@H]1O)C(=O)N(C)C)C1=CC=CC=C1)C1=CC=C(C=C1)Cl)O